COC(=O)C=1N=NC(=CC1NC1=NC=C(C=C1)SC)Cl 6-chloro-4-((5-(methylthio)pyridin-2-yl)amino)pyridazine-3-carboxylic acid methyl ester